(S)-5-(((1-(2-hydroxy-4-(trifluoromethyl)phenyl)pyrido[3,4-d]pyridazin-4-yl)amino)methyl)-1-methylpyrrolidin-2-one OC1=C(C=CC(=C1)C(F)(F)F)C1=C2C(=C(N=N1)NC[C@@H]1CCC(N1C)=O)C=NC=C2